CC1N(C2=C(N=CC=C2C=2C1=NN(N2)COCC[Si](C)(C)C)N)C 4,5-dimethyl-2-((2-(trimethylsilyl)ethoxy)methyl)-4,5-dihydro-2H-[1,2,3]triazolo[4,5-c][1,7]naphthyridin-6-amine